bis(3-dimethylaminopropyl)-oxamide CN(CCCNC(C(NCCCN(C)C)=O)=O)C